n-docosyl heptyl ether C(CCCCCC)OCCCCCCCCCCCCCCCCCCCCCC